Tert-Butyl 4-[3-(2-oxo-1,3-dihydroimidazo[4,5-b]pyridin-7-yl)pyrrol-1-yl]piperidine-1-carboxylate O=C1NC=2C(=NC=CC2C2=CN(C=C2)C2CCN(CC2)C(=O)OC(C)(C)C)N1